C(C)(C)NCC(C)O 3-(isopropylamino)propan-2-ol